N(=[N+]=[N-])C1=CC=C(C2=NON=C21)[N+](=O)[O-] 4-Azido-7-nitro-2,1,3-benzoxadiazole